N1=C(C=CC=C1)C(C)=NNC(=[Se])N1CCNCC1 1-Piperazinecarboselenoic acid, [1-(2-pyridinyl)ethylidene]hydrazide